2-bromo-7-(tert-butyl)dibenzo[b,d]thiophene BrC1=CC2=C(SC3=C2C=CC(=C3)C(C)(C)C)C=C1